4-[2-(1H-indazol-4-yl)-6-[[4-(methylsulfonyl)-piperazin-1-yl]methyl]thieno[3,2-d]pyrimidin-4-yl]morpholine methyl-6-methoxy-2,3,4,5-tetrahydropyridine-4-carboxylate COC(=O)C1CCN=C(C1)OC.N1N=CC2=C(C=CC=C12)C=1N=C(C2=C(N1)C=C(S2)CN2CCN(CC2)S(=O)(=O)C)N2CCOCC2